1,3,5-Triaminobenzene Trihydrochloride Cl.Cl.Cl.NC1=CC(=CC(=C1)N)N